CN1C2=C(OC[C@@H](C1=O)NC(=O)C1=NC=CC(=C1)OC1=CC=CC=C1)C=CC(=C2)C#CC2(COC2)C (S)-N-(5-methyl-7-((3-methyloxetan-3-yl)ethynyl)-4-oxo-2,3,4,5-tetrahydrobenzo[b][1,4]oxazepin-3-yl)-4-phenoxypyridineamide